(4-(2-(2-Aminopyridin-3-yl)-5-(3-methyl-4H-1,2,4-triazol-4-yl)-3H-imidazo[4,5-b]pyridin-3-yl)phenyl)methanol NC1=NC=CC=C1C1=NC=2C(=NC(=CC2)N2C(=NN=C2)C)N1C1=CC=C(C=C1)CO